C(C)OC(C)(C)C ethyltertiary butyl ether